(R)-2-phenyl-1,2,3,4-tetrahydroquinoline C1(=CC=CC=C1)[C@@H]1NC2=CC=CC=C2CC1